dicyclopentadienyl-titanium C1(C=CC=C1)[Ti]C1C=CC=C1